FC1OCC2(C3=CC=CC=C13)CC(CCC2)=O Fluorospiro[cyclohexane-1,4'-isochroman]-3-one